(E)-1-(1-methyl-1H-pyrrol-2-yl)-2-(6-(2-(3-methylbenzylidene)hydrazinyl)-2-morpholino-9H-purin-9-yl)ethan-1-one CN1C(=CC=C1)C(CN1C2=NC(=NC(=C2N=C1)N/N=C/C1=CC(=CC=C1)C)N1CCOCC1)=O